N-((2-(2,6-dioxopiperidin-3-yl)-1-oxoisoindolin-5-yl)methyl)-5,8-dimethyl-2H-chromene-3-carboxamide O=C1NC(CCC1N1C(C2=CC=C(C=C2C1)CNC(=O)C=1COC2=C(C=CC(=C2C1)C)C)=O)=O